Bromothiophene C1=CSC(=C1)Br